trans-1-((4-((S)-3-(3-cyano-5-fluorophenyl)isoxazolidine-2-carbonyl)cyclohexyl)methyl)-4-fluoro-1H-benzo[d]imidazole-6-carbonitrile C(#N)C=1C=C(C=C(C1)F)[C@H]1N(OCC1)C(=O)[C@@H]1CC[C@H](CC1)CN1C=NC2=C1C=C(C=C2F)C#N